(2R,5S,M)-tert-Butyl 4-(6,7-dichloro-1-(2-isopropyl-4-methylpyridin-3-yl)-2-oxo-1,2-dihydropyrido[2,3-d]pyrimidin-4-yl)-2,5-dimethylpiperazine-1-carboxylate ClC1=CC2=C(N(C(N=C2N2C[C@H](N(C[C@@H]2C)C(=O)OC(C)(C)C)C)=O)C=2C(=NC=CC2C)C(C)C)N=C1Cl